5,7-di-hydroxy-4-methylcoumarin OC1=C2C(=CC(OC2=CC(=C1)O)=O)C